N[C@@H](CCC(=O)OCC1=CC=CC=C1)C(=O)OC(C)(C)C 5-benzyl 1-(tert-butyl) L-glutamate